3-((3-Exo)-3-((7-((5-methyl-1H-1,2,4-triazol-3-yl)amino)-1,6-naphthyridin-5-yl)amino)-8-azabicyclo[3.2.1]oct-8-yl)propionitrile CC1=NC(=NN1)NC1=NC(=C2C=CC=NC2=C1)NC1CC2CCC(C1)N2CCC#N